C(CCCCCCC)C(CCCCCCCC)OC(CCCCCCCOC(=O)[C@H]1N(CC[C@H](C1)O)CCCCCC(OCCCCCCCCCCC)=O)=O (2s,4r)-4-hydroxy-1-(6-oxo-6-undecyloxy-hexyl)piperidine-2-carboxylic acid [8-(1-octylnonyloxy)-8-oxo-octyl] ester